(S)-4-(2-amino-3-methylbutyryloxy)butyric acid N[C@H](C(=O)OCCCC(=O)O)C(C)C